4-(3-dimethylaminopropyl)[1,3]-dioxolane CN(CCCC1OCOC1)C